[NH+]=1NN=NN1 pentazolium